[Cu+2].CC=1C(=NC=CC1)N=CC1=CC=CC=C1O alpha-(3-methyl-2-pyridylimino)-o-cresol copper(II)